N-vinylisobutyramide C(=C)NC(C(C)C)=O